N-(2-((1R,5S,6s)-3-(2-chloro-5-fluoropyrimidin-4-yl)-3-azabicyclo[3.1.0]hexan-6-yl)ethyl)isoindoline-2-carboxamide ClC1=NC=C(C(=N1)N1C[C@@H]2C([C@@H]2C1)CCNC(=O)N1CC2=CC=CC=C2C1)F